C(C)(C)(C)OC(=O)N1CCC2(CC1)[C@@H](C1=CC=CC=C1C2)N[S@](=O)C(C)(C)C (S)-1-(((R)-tert-butylsulfinyl)amino)-1,3-dihydro-spiro[indene-2,4'-piperidine]-1'-carboxylic acid tert-butyl ester